C1(=CC=CC=C1)P(OCC)(OC(C1=C(C=C(C=C1C)C)C)=O)=O Ethyl (2,4,6-trimethylbenzoyl) phenylphosphonate